C(=O)(O)CNCCC[Si](O)(O)O N-carboxymethyl-3-aminopropylsilanetriol